N1=C(C=CC=C1)[C@@]1(CCOC2(CCCC2)C1)CC#N (R)-2-(9-(pyridin-2-yl)-6-oxaspiro[4.5]Decane-9-yl)acetonitrile